N1(CC=CC=C1)C=O Pyridine-1-carbaldehyde